C(C)OC(=O)N(C1(CC1)C1=CC(=C(C=C1)F)C(F)(F)F)C[C@H]1N(CCC1)C(=O)OC(C)(C)C tert-butyl (S)-2-(((ethoxycarbonyl)(1-(4-fluoro-3-(trifluoromethyl)phenyl) cyclopropyl)amino)methyl)pyrrolidine-1-carboxylate